FC=1C=2C(=C3N(C2C=C(C1)[N+](=O)[O-])CCCN3)C(C3=CC=C(C=C3)F)=O 9-fluoro-10-(4-fluorobenzoyl)-7-nitro-1,2,3,4-tetrahydropyrimidino[1,2-a]indole